1H-benzo[d]imidazol-5-yl propionate C(CC)(=O)OC1=CC2=C(NC=N2)C=C1